4-bromo-6-oxo-1,6-dihydropyridine-3-carbonitrile BrC=1C(=CNC(C1)=O)C#N